(S)-N-((trans)-2-(2,4-dichlorophenyl)cyclopropyl)-5-fluoro-8-oxo-5,6,7,8-tetrahydroquinoline-5-carboxamide ClC1=C(C=CC(=C1)Cl)[C@H]1[C@@H](C1)NC(=O)[C@]1(C=2C=CC=NC2C(CC1)=O)F